(2R,4S)-1-((5-bromo-2'-chloro-[1,1'-biphenyl]-2-yl)sulfonyl)-4-fluoro-2-methyl-N-((R,Z)-4-(methylsulfonyl)but-3-en-2-yl)piperidine-4-carboxamide BrC=1C=CC(=C(C1)C1=C(C=CC=C1)Cl)S(=O)(=O)N1[C@@H](C[C@@](CC1)(C(=O)N[C@H](C)\C=C/S(=O)(=O)C)F)C